C(C1=CC=CC=C1)N1CC=2C(N(C=3N(C2CC1)C=CN3)CC3=CC=C(C=C3)F)=O 7-benzyl-4-(4-fluorobenzyl)-6,7,8,9-tetrahydroimidazo[1,2-a]pyrido[3,4-e]pyrimidine-5(4H)-one